Ferric Glycerophosphate C(CO)C(CCO)OP(=O)([O-])[O-].C(C(COP(=O)([O-])[O-])O)O.[Fe+2].[Fe+2]